(R)-6,7-Dimethyl-4-(((1-((6-(trifluoromethyl)pyridin-3-yl)methyl)-1H-pyrazol-4-yl)methyl)amino)-7,8-dihydro-3,5,6,9a-tetraazabenzo[cd]azulene-9(6H)-one CN1C=2C3=C(C=CN3C(C[C@H]1C)=O)N=C(N2)NCC=2C=NN(C2)CC=2C=NC(=CC2)C(F)(F)F